C(C)(=O)C=1C(OC(C1C1=CC=CC=C1)(C1=CC=CC=C1)O)=O 3-acetyl-5-hydroxy-4,5-diphenyl-2(5H)-furanone